ethyl 8-(1-(tert-butoxycarbonyl)piperidin-4-yl)-5-(((5-fluoro-2,3-dihydrobenzofuran-4-yl)methyl)amino)imidazo[1,2-c]pyrimidine-2-carboxylate C(C)(C)(C)OC(=O)N1CCC(CC1)C=1C=2N(C(=NC1)NCC1=C(C=CC3=C1CCO3)F)C=C(N2)C(=O)OCC